8-bromo-N-(2,4-dimethoxybenzyl)-1,4-dihydro-2H-pyrano[3,4-c]quinolin-5-amine BrC=1C=CC=2C3=C(C(=NC2C1)NCC1=C(C=C(C=C1)OC)OC)COCC3